C1=CC=CC=2C3=CC=CC=C3C(C12)COC(=O)NC(C(=O)O)CC=C(C)C 2-((((9H-fluoren-9-yl)methoxy)carbonyl)amino)-5-methylhex-4-enoic acid